5-bromo-3-((3aR,3bS,4aS,5R,5aS)-3b-(difluoromethyl)-2,2-dimethylhexahydrocyclopropa[3,4]cyclopenta[1,2-d][1,3]dioxol-5-yl)-N-ethyl-3H-imidazo[4,5-b]pyridin-7-amine BrC1=CC(=C2C(=N1)N(C=N2)[C@@H]2[C@@H]1[C@]([C@@H]3[C@H]2OC(O3)(C)C)(C1)C(F)F)NCC